FC=1C=C2C(=NN(C(C2=CC1)=O)C1=CC=CC=C1)C1=CC(=CC=C1)S(=O)(=O)C 6-Fluoro-4-(3-(methylsulfonyl)phenyl)-2-phenyl-phthalazin-1(2H)-one